4-[trans-4-aminochroman-3-yl]-2,2-dimethyl-butanenitrile N[C@H]1[C@@H](COC2=CC=CC=C12)CCC(C#N)(C)C